butyl 2-methylpentanoate CC(C(=O)OCCCC)CCC